C(C1=CC=CC=C1)OC(=O)NC1(CC(N(C1)C(=O)OC(C)(C)C)C)C tert-butyl 4-(benzyloxycarbonylamino)-2,4-dimethyl-pyrrolidine-1-carboxylate